FC=1C(=CC=2C3=C(NC(C2C1)=O)COC[C@@H]3NC(=O)C=3NC1=CC(=CC(=C1C3)F)F)F (R)-N-(8,9-difluoro-6-oxo-1,4,5,6-tetrahydro-2H-pyrano[3,4-c]isoquinolin-1-yl)-4,6-difluoro-1H-indole-2-carboxamide